6-ethyl-5-methoxy-1-(benzenesulfonyl)-1H-pyrrolo[3,2-b]pyridine-2-carbaldehyde C(C)C=1C=C2C(=NC1OC)C=C(N2S(=O)(=O)C2=CC=CC=C2)C=O